2-[3-(4-Chloro-3-isopropyloxyphenyl)-1-methyl-1H-1,2,4-triazol-5-yl]-N-[(3-fluorophenyl)methyl]acetamid ClC1=C(C=C(C=C1)C1=NN(C(=N1)CC(=O)NCC1=CC(=CC=C1)F)C)OC(C)C